ClC1=C(C=CC=C1)NC(=O)NC1CN(C(C1)=O)C1CCC1 1-(2-chlorophenyl)-3-(1-cyclobutyl-5-oxopyrrolidin-3-yl)urea